((1S,8aR)-1,4,4-trimethyl-2,3,3a,4,5,8-hexahydro-1H-5,8a-methanoazulen-6-yl)methanol C[C@H]1CCC2C(C3C(=CC[C@@]12C3)CO)(C)C